OC1(CN(C1)C1=CC=C(C=N1)C1CN(C1)C(CC[C@H]1NC(OC1)=O)=O)C (4R)-4-[3-[3-[6-(3-Hydroxy-3-methyl-azetidin-1-yl)-3-pyridyl]azetidin-1-yl]-3-oxo-propyl]oxazolidin-2-one